FC1=CC=C2C(=N1)OC1(C2)CN(C1)C(=O)[O-] 6'-Fluoro-3'H-spiro[azetidine-3,2'-furo[2,3-b]pyridine]-1-carboxylate